2-[4-[4-[4-[(tert-butoxycarbonylamino)methyl]-3-methyl-phenyl]pyrrolo[2,1-f][1,2,4]triazin-6-yl]pyrazol-1-yl]ethyl acetate C(C)(=O)OCCN1N=CC(=C1)C=1C=C2C(=NC=NN2C1)C1=CC(=C(C=C1)CNC(=O)OC(C)(C)C)C